C(#N)C1(CC1)N(S(=O)(=O)C1=CC=2N(C(=C1)N1CCN(CC1)C(C(C)C)=O)N=CC2B2OC(C(O2)(C)C)(C)C)CC2=CC=C(C=C2)OC N-(1-cyanocyclopropyl)-7-(4-isobutyrylpiperazin-1-yl)-N-(4-methoxybenzyl)-3-(4,4,5,5-tetramethyl-1,3,2-dioxaborolan-2-yl)pyrazolo[1,5-a]pyridine-5-sulfonamide